(R)-N-(2-(difluoromethoxy)-1-(3-(difluoromethoxy)phenyl)ethyl)-3-(1-ethylcyclopropyl)-3-oxopropanamide FC(OC[C@@H](C1=CC(=CC=C1)OC(F)F)NC(CC(=O)C1(CC1)CC)=O)F